2-butyl-6-hydroxy-1,3-dioxo-2,3-dihydro-1H-benzo[d]isoquinoline-5-carbaldehyde C(CCC)C1C(C23C(=C(N(C=C3C=CC=C2)O)C=O)CC1=O)=O